2-(ethoxymethyl)-1-(2-hydroxy-2-methylpropyl)-1H-imidazo[4,5-c]Quinoline 5-oxide C(C)OCC=1N(C2=C(C=[N+](C=3C=CC=CC23)[O-])N1)CC(C)(C)O